C(C=C)(=O)O.B(O)(O)O boric acid acrylate